ClC=1C(=CC=C2N=CC(=NC12)C=1C=NN(C1)CC(=O)OCC)OC1=CC2=C(N=C(N2COCC[Si](C)(C)C)C)C=C1 ethyl 2-[4-[8-chloro-7-[2-methyl-3-(2-trimethylsilylethoxymethyl)benzimidazol-5-yl]oxy-quinoxalin-2-yl]pyrazol-1-yl]acetate